C(C)OC(=C)C1=CC=NC2=C1N=C(N=C2)OC 8-(1-ethoxyvinyl)-2-methoxypyrido[3,2-d]Pyrimidine